C(C)C1=CC=2C(C3=CC=CC=C3C(C2C=C1)=COCC(=O)OC(C)(C)C)=COCC(=O)OC(C)(C)C 2-ethyl-9,10-bis(tert-butoxycarbonylmethyloxymethylene)anthracene